2'-chloro-N-(7-cyano-6-(1,4-dimethyl-1H-1,2,3-triazol-5-yl)thiazolo[4,5-c]pyridin-2-yl)-5'-methoxy-6-methyl-[4,4'-bipyridine]-3-carboxamide ClC1=NC=C(C(=C1)C1=C(C=NC(=C1)C)C(=O)NC=1SC2=C(C=NC(=C2C#N)C2=C(N=NN2C)C)N1)OC